(6-(4-((4-(1H-pyrazol-4-yl)phenyl)amino)pyrimidin-2-yl)-3,4-dihydroisoquinolin-2(1H)-yl)(3,3-difluoroazetidin-1-yl)methanone N1N=CC(=C1)C1=CC=C(C=C1)NC1=NC(=NC=C1)C=1C=C2CCN(CC2=CC1)C(=O)N1CC(C1)(F)F